C1=C2N(C=N1)C(CC2)CO (6,7-dihydro-5H-pyrrolo[1,2-c]imidazol-5-yl)methanol